2-((2-chloro-5-((methylsulfonyl)methyl)pyrimidin-4-yl)oxy)-1-fluoro-5,6,8,9,10,11-hexahydro-7H-pyrido[3',4':4,5]pyrrolo[2,3-f]isoquinolin-7-one ClC1=NC=C(C(=N1)OC=1N=CC=2CCC3=C(C2C1F)NC1=C3C(NCC1)=O)CS(=O)(=O)C